COC1=CC=C(C=C1)NC(=O)C=1C(C(=C(NC1C)C)C(=O)OCCOC)C1=CC=CC=C1 2-Methoxyethyl 5-((4-Methoxyphenyl) carbamoyl)-2,6-dimethyl-4-phenyl-1,4-dihydropyridine-3-carboxylate